C1(CC1)C1=NN(C=C1)CC1=CC(C(=C(N1CC)C1=CC(=C(C=C1)Cl)Cl)C(=O)O)=O 6-[(3-cyclopropylpyrazol-1-yl)methyl]-2-(3,4-dichlorophenyl)-1-ethyl-4-oxo-pyridine-3-carboxylic acid